ClC=1C=C(C=CC1)CC(=O)N[C@@H]1CCO[C@]12O[C@@H]([C@@H]([C@@H]([C@H]2O)N2N=NC(=C2)C2=CC(=C(C(=C2)F)F)F)O)CO 2-(3-chlorophenyl)-N-((4R,5S,7R,8R,9S,10R)-8,10-dihydroxy-7-(hydroxymethyl)-9-(4-(3,4,5-trifluorophenyl)-1H-1,2,3-triazol-1-yl)-1,6-dioxaspiro[4.5]decan-4-yl)acetamide